COC(=O)C1=CC=C(C=C1)C1=C2C=CC(C(=C3C=CC(=C(C=4C=CC(=C(C5=CC=C1N5)C5=CC=C(C=C5)C(=O)OC)N4)C4=CC=C(C=C4)C(=O)OC)N3)C3=CC=C(C=C3)C(=O)OC)=N2.[Co] cobalt tetra(4-methoxyformylphenyl)porphyrin